FC1=CC(=C(S1)C1=CC=C(C(=N1)C)O[C@@H]1C[C@H](CCC1)C(=O)OC)CO (1S,3S)-Methyl 3-((6-(5-fluoro-3-(hydroxymethyl)thiophen-2-yl)-2-methylpyridin-3-yl)oxy)cyclohexanecarboxylate